2-(methylhexyl)-2-oxazoline CC(CCCCC)C=1OCCN1